phthalic monoamide C(C=1C(C(=O)O)=CC=CC1)(=O)N